ClC1=NC2=CC(=C(C=C2C(N1)=O)OC)OC 2-chloro-6,7-dimethoxy-3H-quinazolin-4-one